5-(chlorosulfonyl)-3-methyl-1-(phenylsulfonyl)-1H-pyrrole-2-carboxylic acid methyl ester COC(=O)C=1N(C(=CC1C)S(=O)(=O)Cl)S(=O)(=O)C1=CC=CC=C1